lithium boron (oxy)sulfide O=S.[B].[Li]